(R)-1-(3-(difluoromethyl)-2-methylphenyl)ethylamine FC(C=1C(=C(C=CC1)[C@@H](C)N)C)F